3-(3-((6-((2-methylfuran-3-yl)methoxy)pyridin-3-yl)methyl)isoxazol-5-yl)pyridin-2-amine CC=1OC=CC1COC1=CC=C(C=N1)CC1=NOC(=C1)C=1C(=NC=CC1)N